2-(6-((2-Chloro-5-fluorophenoxy)methyl)pyridin-3-yl)-5-(difluoromethyl)-1,3,4-oxadiazole ClC1=C(OCC2=CC=C(C=N2)C=2OC(=NN2)C(F)F)C=C(C=C1)F